C(C)C1=CC=C(OCCCC(=O)NC2=C(C(=O)NC3=C(C(=O)O)C=CC=C3)C=CC=C2)C=C1 2-(2-(4-(4-Ethylphenoxy)butyrylamino)benzoylamino)benzoic acid